(S)-N-(1-(4-fluoro-3-(trifluoromethyl)phenyl)cyclopropyl)-N-((1-methylpyrrolidin-2-yl)methyl)methanesulfonamide FC1=C(C=C(C=C1)C1(CC1)N(S(=O)(=O)C)C[C@H]1N(CCC1)C)C(F)(F)F